(3-methoxy-1-(tetrahydro-2H-pyran-2-yl)-1H-pyrazolo[4,3-c]pyridin-6-yl)acetamide COC1=NN(C2=C1C=NC(=C2)CC(=O)N)C2OCCCC2